NC1=NC=C(C2=C1N=C(N=C2)C=2C=C(C=CC2)C#C[C@]2(C(N(CC2)C)=O)O)CN2CCCC2 (R)-3-[2-[3-[8-amino-5-(pyrrolidin-1-ylmethyl)pyrido[3,4-d]pyrimidin-2-yl]phenyl]ethynyl]-3-hydroxy-1-methyl-pyrrolidin-2-one